ClC1=C2C=NNC2=C(C=C1)N1N=CN=C1 4-chloro-7-(1,2,4-triazol-1-yl)-1H-indazole